4-((5-Methyl-2-(2,2,2-trifluoroethyl)-1-((2-(trimethylsilyl)ethoxy)methyl)-1H-imidazol-4-yl)methyl)pyridine CC1=C(N=C(N1COCC[Si](C)(C)C)CC(F)(F)F)CC1=CC=NC=C1